C1(CCC(N1C1=C(C(=O)O)C=CC(=N1)NN)=O)=O succinimidyl-6-hydrazinonicotinic acid